3-(2-bromophenoxy)-2,2-dimethyl-N-(1-methylpiperidin-4-yl)propanamide BrC1=C(OCC(C(=O)NC2CCN(CC2)C)(C)C)C=CC=C1